2-(cyclopropylamino)-8-(4-(difluoromethoxy)phenyl)-6-(1-(3-hydroxy-3-methylbutyl)-1H-pyrazol-4-yl)pteridin-7(8H)-one C1(CC1)NC1=NC=2N(C(C(=NC2C=N1)C=1C=NN(C1)CCC(C)(C)O)=O)C1=CC=C(C=C1)OC(F)F